C(C)(C)N1N=CC(=C1)NC1=NC=C(C=N1)C(=O)N 2-((1-isopropyl-1H-pyrazol-4-yl)amino)pyrimidin-5-carboxamide